6-(4-fluorophenyl)-N-(1-methyl-3-(pyridin-2-yl)-1H-pyrazol-4-yl)picolinamide FC1=CC=C(C=C1)C1=CC=CC(=N1)C(=O)NC=1C(=NN(C1)C)C1=NC=CC=C1